(1S,9S)-5-(3,3-difluoroazetidin-1-yl)-4-methoxy-17-methyl-17-azatetracyclo[7.5.3.01,10.02,7]heptadeca-2(7),3,5-triene FC1(CN(C1)C=1C(=CC=2[C@@]34C([C@H](CC2C1)N(CC4)C)CCCC3)OC)F